tert-butyl 4-(5-(5-fluoro-2-(((3S,4R)-3-hydroxytetrahydro-2H-pyran-4-yl)amino)pyrimidin-4-yl)thiazol-2-yl)piperidine-1-carboxylate FC=1C(=NC(=NC1)N[C@H]1[C@@H](COCC1)O)C1=CN=C(S1)C1CCN(CC1)C(=O)OC(C)(C)C